tert-hexyl methacrylate C(C(=C)C)(=O)OC(C)(C)CCC